ClC1=CC=C(CN2CCN(C3=CC=CC=C23)CCCN2CCCCC2)C=C1 1-(4-(4-chlorobenzyl)-3,4-dihydroquinoxalin-1(2H)-yl)-3-(piperidin-1-yl)propan